4-(3-(methoxycarbonyl)-4-methylphenyl)-3-methylpiperazine-1-carboxylic acid tert-butyl ester C(C)(C)(C)OC(=O)N1CC(N(CC1)C1=CC(=C(C=C1)C)C(=O)OC)C